(R)-2-hydroxy-2-(4-methoxyphenyl)propionic acid O[C@](C(=O)O)(C)C1=CC=C(C=C1)OC